C1(CC1)C(=O)N1CCN(CC1)C=1C=CC=2N(C1)N=CC2C2=CC(=C(C(=O)NC1CC1)C(=C2)OC)OC(F)F 4-(6-(4-(cyclopropanecarbonyl)piperazin-1-yl)pyrazolo[1,5-a]pyridin-3-yl)-N-cyclopropyl-2-(difluoromethoxy)-6-methoxybenzamide